ClC1=C(COC=2C=C3CCC(C3=CC2)N2C[C@H]3C([C@H]3C2)C(=O)OCC)C(=CC=C1)Cl ethyl (1R,5S,6s)-3-(5-((2,6-dichlorobenzyl)oxy)-2,3-dihydro-1H-inden-1-yl)-3-azabicyclo-[3.1.0]hexane-6-carboxylate